Cl.C(C)(C)(C)OC(=O)[C@@H]1CC[C@H](CC1)N trans-t-butyl-4-aminocyclohexanecarboxylate hydrochloride